ClC=1C(=NC(=NC1)N1C[C@H](N(CC1)C)C)N1CCC(CC1)C(=O)NC(C)(C)C1=CN=C2N1C=CC=C2 1-{5-chloro-2-[(3R)-3,4-dimethylpiperazin-1-yl]pyrimidin-4-yl}-N-(2-{imidazo[1,2-a]pyridin-3-yl}propan-2-yl)piperidine-4-carboxamide